N1C(=CC=2C=NC=CC21)CNC(CN2C(=NC=C(C2=O)NC(C2=CC(=CC=C2)C=2SC=CN2)=O)C2=CC=CC=C2)=O N-(1-(2-(((1H-pyrrolo[3,2-c]pyridin-2-yl)methyl)amino)-2-oxoethyl)-6-oxo-2-phenyl-1,6-dihydropyrimidin-5-yl)-3-(thiazol-2-yl)benzamide